5-(4-((1H-pyrazole-4-yl)methyl)piperazine-1-yl)-1-((5-(5-(difluoromethyl)-1,3,4-oxadiazole-2-yl)pyridine-2-yl)methyl)-6-fluoro-3-methyl-1,3-dihydro-2H-benzo[d]imidazole-2-one N1N=CC(=C1)CN1CCN(CC1)C1=CC2=C(N(C(N2C)=O)CC2=NC=C(C=C2)C=2OC(=NN2)C(F)F)C=C1F